N-(2-Ethynylthiazol-4-yl)-4-(3'-(pyrrolidin-1-yl)-[1,1'-biphenyl]-4-yl)piperazine-1-carboxamide Gold(3+) [Au+3].C(#C)C=1SC=C(N1)NC(=O)N1CCN(CC1)C1=CC=C(C=C1)C1=CC(=CC=C1)N1CCCC1